O=C1NC(CCC1N1C(C2=CC=C(C=C2C1=O)NS(=O)(=O)C1=CC=C(C=C1)F)=O)=O N-(2-(2,6-dioxo-piperidin-3-yl)-1,3-dioxoisoindolin-5-yl)-4-fluorobenzene-sulfonamide